4-Bromo-2-(2-isocyanatoethyl)thiophene BrC=1C=C(SC1)CCN=C=O